2-methoxybutyl acrylate C(C=C)(=O)OCC(CC)OC